4-(3,4-dimethylphenyl)-5,6-dihydro-2H-pyran-2-one CC=1C=C(C=CC1C)C1=CC(OCC1)=O